ClC1=C(C=CC=C1)C(C(=O)NC(=S)NCC)C1=NC=CC(=C1)C(F)(F)F 2-(2-chlorophenyl)-N-(ethylaminothiocarbonyl)-2-(4-(trifluoromethyl)pyridin-2-yl)acetamide